C(C)(=O)N[C@@H]1[C@H]([C@@H]([C@H]2CO[C@@H]1O2)OC(C2=CC=CC=C2)(C2=CC=CC=C2)C2=CC=CC=C2)O[C@@H](C(=O)N[C@@H](C)C(=O)OCC2=CC=CC=C2)C benzyl ((R)-2-(((1R,2S,3R,4R,5R)-4-acetamido-2-(trityloxy)-6,8-dioxabicyclo[3.2.1]octan-3-yl)oxy)propanoyl)-L-alaninate